Cl.C(C)(=O)O[C@H](CC(=O)[O-])C[N+](C)(C)C (3R)-3-acetyloxy-4-(trimethylazaniumyl)butanoate hydrochloride